FC=1C=2C(C=NC1)=CSN2 7-fluoroisothiazolo[4,3-c]pyridin